N=1NN=NC1C1=CC=C(C=C1C1=CC=C(C=C1)CN(C(CCCC)=O)C1(CCN(CC1)C1=CC=CC=C1)C(=O)O)C1=CC=CC=C1 4-(N-((6'-(2H-Tetrazol-5-yl)-[1,1':3',1''-terphenyl]-4-yl)methyl)pentan-amido)-1-phenylpiperidine-4-carboxylic Acid